NC1CCN(CC1)C1=C(C=NC2=CC=C(C=C12)C=1C(=C(C#N)C=C(C1)F)O)C1=CC(=CC(=C1)C)F 3-[4-(4-aminopiperidin-1-yl)-3-(3-fluoro-5-methylphenyl)quinolin-6-yl]-5-fluoro-2-hydroxybenzonitrile